ClC=1C=CC(=C(C1)C1NC(C=2C1=C(C1=C(N(N=C1C2)C)CC(F)F)NC(=O)NC2=C(C=CC=C2)N(C)C)=O)F N-[5-(5-chloro-2-fluorophenyl)-3-(2,2-difluoroethyl)-2-methyl-7-oxo-6,7-dihydro-5H-pyrrolo[4,3-f]indazol-4-yl]-1-[[2-(dimethylamino)phenyl]amino]methanamide